FC(OC=1C=C(C=CC1)C1=CC(=C(O1)C)C(=O)NC1=NC=NS1)F 5-(3-(Difluoromethoxy)phenyl)-2-methyl-N-(1,2,4-thiadiazol-5-yl)furan-3-carboxamide